N-[3,3-bis(hydroxymethyl)cyclobutyl]carbamic acid tert-butyl ester C(C)(C)(C)OC(NC1CC(C1)(CO)CO)=O